ClC1=CC=C(C=C1)C(C=CSC)=O 1-(4-chlorophenyl)-3-(methylthio)prop-2-en-1-one